C1(C=CC(N1CCCCCC(=O)OC1(C(=O)NC(C1)=O)S(=O)(=O)O)=O)=O epsilon-maleimidocaproyl-oxysulfosuccinimide